N-[(2-Amino-3-pyridyl)sulfonyl]-6-(1H-indol-4-yl)-2-[(4S)-2,2,4-trimethylpyrrolidin-1-yl]pyridin-3-carboxamid NC1=NC=CC=C1S(=O)(=O)NC(=O)C=1C(=NC(=CC1)C1=C2C=CNC2=CC=C1)N1C(C[C@@H](C1)C)(C)C